tert-butyl (3-((R)-1-(5-chloro-4-fluoro-2-(((S)-1-methylpyrrolidin-2-yl)methoxy)-8,9-dihydro-10H-7-oxa-1,3,6,10-tetraazacyclohepta[de]naphthalen-10-yl)ethyl)pyridin-2-yl)carbamate ClC1=C(C=2N=C(N=C3C2C(=N1)OCCN3[C@H](C)C=3C(=NC=CC3)NC(OC(C)(C)C)=O)OC[C@H]3N(CCC3)C)F